O.[Na+].N[C@@H](CCC(=O)O)C(=O)[O-] l-glutamic acid monosodium salt monohydrate